N-methyl-L-phenylalanine phenyl ester C1(=CC=CC=C1)OC([C@@H](NC)CC1=CC=CC=C1)=O